8-((2S,5r)-4-(bis(4-fluorophenyl)methyl)-2,5-dimethylpiperazin-1-yl)-7-fluoro-5-methyl-6-oxo-5,6-dihydro-1,5-naphthyridine-2-carbonitrile FC1=CC=C(C=C1)C(N1C[C@@H](N(C[C@H]1C)C1=C(C(N(C=2C=CC(=NC12)C#N)C)=O)F)C)C1=CC=C(C=C1)F